The molecule is a hydroxy monocarboxylic acid anion that is acetate where the methyl group has been hydroxylated. It has a role as a human metabolite and an algal metabolite. It derives from an acetate. It is a conjugate base of a glycolic acid. C(C(=O)[O-])O